(3-triethoxysilylpropyl) methacrylate C(C(=C)C)(=O)OCCC[Si](OCC)(OCC)OCC